5-Hydroxy-2-(6-oxo-1-((2-(trimethylsilyl)ethoxy)methyl)-1,6-dihydropyridazin-3-yl)isoindolin-1-one OC=1C=C2CN(C(C2=CC1)=O)C1=NN(C(C=C1)=O)COCC[Si](C)(C)C